N,N'-di-BOC-S-methyl-isothiourea C(=O)(OC(C)(C)C)NC(SC)=NC(=O)OC(C)(C)C